methyl (S)-3-(8-(6-fluoro-1,4-dimethyl-2-oxo-1,2-dihydroquinolin-3-yl) imidazo[1,2-a]pyridin-5-yl)-2-(tritylamino)propanoate FC=1C=C2C(=C(C(N(C2=CC1)C)=O)C=1C=2N(C(=CC1)C[C@@H](C(=O)OC)NC(C1=CC=CC=C1)(C1=CC=CC=C1)C1=CC=CC=C1)C=CN2)C